C1(CC1)C1=C(C(=O)OC)C=C(C(=C1)CN1CCC2(CC(N(C2)C2=CC=C(C=C2)C(NC[C@@H]([C@H]([C@@H]([C@@H](CO)O)O)O)O)=O)=O)CC1)OCC methyl 2-cyclopropyl-5-ethoxy-4-((3-oxo-2-(4-(((2S,3R,4R,5R)-2,3,4,5,6-pentahydroxyhexyl)carbamoyl)phenyl)-2,8-diazaspiro[4.5]decan-8-yl)methyl)benzoate